4-((3-(3-(N,2-dimethylpropan-2-ylsulfinamido)oxetan-3-yl)phenyl)carbamoyl)-2-(6-methoxy-2',6'-dimethyl-[1,1'-biphenyl]-3-yl)-5-methyl-1H-imidazole 3-oxide CN(S(=O)C(C)(C)C)C1(COC1)C=1C=C(C=CC1)NC(=O)C=1[N+](=C(NC1C)C=1C=C(C(=CC1)OC)C1=C(C=CC=C1C)C)[O-]